[18F]C(C(C(C([2H])([2H])N1C(SC(=C1C)C)=NC(=O)C1C(C1(C)C)(C)C)([2H])[2H])([2H])[2H])([2H])[2H] N-(3-(4-([18F]Fluoro)butyl-1,1,2,2,3,3,4,4-d8)-4,5-dimethylthiazol-2(3H)-ylidene)-2,2,3,3-tetramethylcyclopropane-1-carboxamide